(E)-4-(tert-butyl)-N-(1-(pyrazin-2-yl)ethylidene)aniline C(C)(C)(C)C1=CC=C(/N=C(\C)/C2=NC=CN=C2)C=C1